C(C)O/C=C/C=1N=C(N2C1[C@H](N(CC2)C(=O)C2=CC=C(C=C2)F)C)C2=NC(=NS2)C |r| rac-(R,E)-(1-(2-ethoxyvinyl)-8-methyl-3-(3-methyl-1,2,4-thiadiazol-5-yl)-5,6-dihydroimidazo[1,5-a]pyrazin-7(8H)-yl)(4-fluorophenyl)methanone